ClC=1C=CC(=NC1C1=C(C=CC=C1C)C)NS(=O)(=O)C1=CC(=NC=C1)NC(OC(C)(C)C)=O tert-butyl (4-(N-(5-chloro-6-(2,6-dimethylphenyl)pyridin-2-yl)sulfamoyl)pyridin-2-yl)carbamate